C1(=CC=C(C=C1)NC1=CC=C(C=C1)C=1C=C(C2=CC=CC=C2C1)C1=CC=CC=C1)C1=CC=CC=C1 biphenyl-4-yl-{4-(1-phenyl-naphthalen-3-yl)-phenyl}-amine